5-chloro-3-(6-hydroxy-3-oxo-2,3-dihydro-1H-isoindol-1-yl)-1H-indole-2-carbaldehyde ClC=1C=C2C(=C(NC2=CC1)C=O)C1NC(C2=CC=C(C=C12)O)=O